FC(C1=NN=C(O1)C1=CC=2N(C=C1)C=C(N2)CN(S(=O)(=O)N2CCN(CC2)C(CO)=O)C2=CC(=CC=C2)F)F N-((7-(5-(difluoromethyl)-1,3,4-oxadiazol-2-yl)imidazo[1,2-a]pyridin-2-yl)methyl)-N-(3-fluorophenyl)-4-(2-hydroxyacetyl)piperazine-1-sulfonamide